platinum-gold-nickel [Ni].[Au].[Pt]